N-[5-[(5-Cyclopropyloxy-6-methylpyridin-2-yl)carbamoyl]-4-fluoro-2-methylphenyl]-2-methyl-1,3-thiazole-5-carboxamide C1(CC1)OC=1C=CC(=NC1C)NC(=O)C=1C(=CC(=C(C1)NC(=O)C1=CN=C(S1)C)C)F